(2,7-bis(3-fluoro-4-formylphenyl)-9H-carbazol-9-yl)benzoic acid methyl ester COC(C1=C(C=CC=C1)N1C2=CC(=CC=C2C=2C=CC(=CC12)C1=CC(=C(C=C1)C=O)F)C1=CC(=C(C=C1)C=O)F)=O